BrCC(CC)CCCC 3-Bromomethylheptane